C(#N)C1=CC=C(C=C1)S(=O)OC methyl 4-cyanobenzenesulfinate